C[Si]1(C2=C(C3=C1C=CC=C3)C(=CC=C2)C=2N=C(C(=NC2C2=CC=CC=C2)C=2C=C(C=CC2)C2=NC(=CC(=N2)C2=CC=CC=C2)C2=CC=CC=C2)C2=CC=CC=C2)C 2-(3-(5-(5,5-dimethyl-5H-dibenzo[b,d]silol-1-yl)-3,6-diphenylpyrazin-2-yl)phenyl)-4,6-diphenylpyrimidine